NC(CC1=CC=C(C=C1)NC(C1=C(C=CC(=C1)[N+](=O)[O-])SC1=NN=NN1C)=O)=O N-[4-(2-amino-2-oxoethyl)phenyl]-2-[(1-methyl-1H-tetrazol-5-yl)sulfanyl]-5-nitrobenzamide